ClC1=CC=C(C=CC2=C(N)C(=CC=C2)F)C=C1 2-(4-chlorostyryl)-6-fluoroaniline